C(C)(C)(C)OC(=O)N1CCC(CC1)C1CNC1 4-(azetidin-3-yl)piperidine-1-carboxylic acid tert-butyl ester